methyl 3-(3-((4-(2-(2-aminopyridin-3-yl)-5-phenyl-3H-imidazo[4,5-b]pyridin-3-yl)benzyl)carbamoyl) phenyl)propanoate NC1=NC=CC=C1C1=NC=2C(=NC(=CC2)C2=CC=CC=C2)N1C1=CC=C(CNC(=O)C=2C=C(C=CC2)CCC(=O)OC)C=C1